CS(=O)(=O)CC1CN(CC1)CNC1=CC=CC=C1 [3-(methanesulfonylmethyl)pyrrolidin-1-yl]methylaniline